O1C(=CC=C1)C(=O)NC=1C=CC2=C(C(=CO2)C2=CCN3CCCCC3CC2)C1 5-(2-furoyl)amino-3-(1-azabicyclo[5.4.0]undec-3-en-4-yl)-benzofuran